2-bromo-1'-[(2,4-dimethoxyphenyl)methyl]-2'-(1-methyltriazol-4-yl)spiro[4,5-dihydrothieno[2,3-c]pyran-7,4'-piperidine] BrC1=CC2=C(S1)C1(CC(N(CC1)CC1=C(C=C(C=C1)OC)OC)C=1N=NN(C1)C)OCC2